N-(4,5-dimethylisoxazol-3-yl)-4'-formyl-2'-(((4-methoxybenzyl)oxy)methyl)-N-(methoxymethyl)-[1,1'-biphenyl]-2-sulfonamide CC=1C(=NOC1C)N(S(=O)(=O)C=1C(=CC=CC1)C1=C(C=C(C=C1)C=O)COCC1=CC=C(C=C1)OC)COC